CC1N(CC=C(C1)B1OC(C(O1)(C)C)(C)C)C(=O)OC(C)(C)C tert-butyl 2-methyl-4-(4,4,5,5-tetramethyl-1,3,2-dioxaborolan-2-yl)-3,6-dihydro-2H-pyridine-1-carboxylate